1-((5-amino-6-methyl-1H-pyrrolo[3,2-b]pyridin-2-yl)methyl)-N-((5-chloropyridin-2-yl)methyl)-N-methyl-6-oxo-1,6-dihydropyridine-2-carboxamide NC1=C(C=C2C(=N1)C=C(N2)CN2C(=CC=CC2=O)C(=O)N(C)CC2=NC=C(C=C2)Cl)C